ClC1=C(C(=C(C=C1OC)OC)Cl)C1=NC(=C2C=C(N=CC2=C1)N[C@@H]1COCC[C@@H]1NC(C=C)=O)N1CC2(COC2)C1 N-((3S,4S)-3-((7-(2,6-dichloro-3,5-dimethoxyphenyl)-5-(2-oxa-6-azaspiro[3.3]heptan-6-yl)-2,6-naphthyridin-3-yl)amino)tetrahydro-2H-pyran-4-yl)acrylamide